4-(4-{[4-Fluoro-2-(trifluoromethyl)phenoxy]methyl}-3-(trifluoromethoxy)phenyl)-2H,4H,5H,6H,7H-pyrazolo[3,4-b]pyridin-6-one FC1=CC(=C(OCC2=C(C=C(C=C2)C2C=3C(NC(C2)=O)=NNC3)OC(F)(F)F)C=C1)C(F)(F)F